6-(4-(4-(aminomethyl)-1-oxo-1,2-dihydrophthalazin-6-yl)-1-methyl-1H-pyrazol-5-yl)quinoline-5-carbonitrile NCC1=NNC(C2=CC=C(C=C12)C=1C=NN(C1C1=C(C=2C=CC=NC2C=C1)C#N)C)=O